FC=1C=C2C(=NC(=NC2=C(C1)F)OC[C@]12CCCN2C[C@@H](C1)F)N1CC2(COC(O2)(C)C)CCC1 7-(6,8-difluoro-2-(((2R,7aS)-2-fluorotetrahydro-1H-pyrrolizin-7a(5H)-yl)methoxy)quinazolin-4-yl)-2,2-dimethyl-1,3-dioxa-7-azaspiro[4.5]decane